4-(3-aminopropyl)-2,6-di-tert-butylphenol NCCCC1=CC(=C(C(=C1)C(C)(C)C)O)C(C)(C)C